t-Butyl acrylate C(C=C)(=O)OC(C)(C)C